trimethylbicyclo[4.4.0]decane CC1(CCCC2C1(CCCC2)C)C